1-(3-Fluoro-5-methoxypyridin-4-yl)-7-methoxy-3-methyl-8-(1-methyl-1H-pyrazol-4-yl)-1,3-dihydroimidazo[4,5-c]-quinolin-2-one FC=1C=NC=C(C1N1C(N(C=2C=NC=3C=C(C(=CC3C21)C=2C=NN(C2)C)OC)C)=O)OC